C(CCCCCCCCCCC)(=O)N[C@@H](CC(=O)[O-])C(=O)[O-] Lauroylaspartat